C(C1=CC=CC=C1)N1C(=NC2=NC=C(C=C21)C=2C(=NOC2C)C)C2CCOCC2 4-(1-benzyl-2-(tetrahydro-2H-pyran-4-yl)-1H-imidazo[4,5-b]pyridin-6-yl)-3,5-dimethylisoxazole